FC1=C(C=CC(=N1)C(CN1C[C@@H]2[C@H](C1)CC(C2)OC2=CC=C(C=C2)OC)=O)O 1-(6-fluoro-5-hydroxypyridin-2-yl)-2-((3aR,5s,6aS)-5-(4-methoxyphenoxy)hexahydrocyclopenta[c]pyrrol-2(1H)-yl)ethanone